OCCS(=O)(=O)[O-] β-hydroxyethyl-sulfonate